NC1=NC(=C(C=2N1N=C(N2)NCC2=NC=CC=C2C)C2=CN(C(C=C2)=O)C)C=2C=C(C#N)C=CC2 3-(5-amino-8-(1-methyl-6-oxo-1,6-dihydropyridin-3-yl)-2-(((3-methylpyridin-2-yl)methyl)amino)-[1,2,4]triazolo[1,5-c]pyrimidin-7-yl)benzonitrile